C1(CC1)C1=C(C(=NO1)C1=C(C=CC=C1Cl)Cl)COC=1C=C2C=CC(=CC2=CC1)OC=1C(=NC=CC1)C(=O)O 3-((6-((5-cyclopropyl-3-(2,6-dichlorophenyl)isoxazol-4-yl)methoxy)naphthalen-2-yl)oxy)picolinic acid